amino-2-(3,5-dichloro-4-((5-(dimethylamino)-6-oxo-1,6-dihydropyridin-3-yl)oxy)phenyl)-1,2,4-triazine-3,5(2H,4H)-dione NN1C(N(N=CC1=O)C1=CC(=C(C(=C1)Cl)OC1=CNC(C(=C1)N(C)C)=O)Cl)=O